2-benzyl-4-chlorophthalazin-1(2H)-one C(C1=CC=CC=C1)N1C(C2=CC=CC=C2C(=N1)Cl)=O